indium antimonide [In]#[Sb]